ClC1=CC(=NC(=N1)C=1OC(=CC1)C)NC1CCC(CC1)(F)F 6-chloro-N-(4,4-difluorocyclohexyl)-2-(5-methylfuran-2-yl)pyrimidin-4-amine